2-[4-(4-{6-Bromo-7-[(1-methylpiperidin-4-yl)amino]-3H-imidazo[4,5-b]pyridin-2-yl}phenyl)piperazin-1-yl]ethanol BrC=1C(=C2C(=NC1)NC(=N2)C2=CC=C(C=C2)N2CCN(CC2)CCO)NC2CCN(CC2)C